C[C@@H]1CN(CCC1)CC1=CC2=C(C(N(C=C2C(F)(F)F)C2=CC(=CC=C2)C2(COC2)CC2=NN=CN2C)=O)N1S(=O)(=O)C1=CC=C(C=C1)C 2-[[(3S)-3-methyl-1-piperidinyl]methyl]-6-[3-[3-[(4-methyl-1,2,4-triazol-3-yl)methyl]oxetan-3-yl]phenyl]-1-(p-tolylsulfonyl)-4-(trifluoromethyl)pyrrolo[2,3-c]pyridin-7-one